1-methyl-3-((3-(trifluoromethyl)phenyl)amino)-1H-pyrrole CN1C=C(C=C1)NC1=CC(=CC=C1)C(F)(F)F